1-(2-cyano-4-methyl-4-(methylamino)pent-2-enoyl)piperidine-3-carboxylic acid C(#N)C(C(=O)N1CC(CCC1)C(=O)O)=CC(C)(NC)C